Cl.Cl.FC=1C=C2C(=NC1)CC1(CCNCC1)C2N 3-fluoro-5,7-dihydrospiro[cyclopenta[b]pyridine-6,4'-piperidin]-5-amine dihydrochloride